ClC=1C(=CC(=C(C1)S(=O)(=O)NC=1SC=CN1)F)NCCCCN1CCC12CNCCC2 5-chloro-4-{[4-(1,6-diazaspiro[3.5]non-1-yl)-butyl]amino}-2-fluoro-N-1,3-thiazol-2-ylbenzenesulfonamide